(S)-(1-(7-isopropoxy-4-((1-(3,4,5-trimethoxyphenyl)-1H-imidazol-4-yl)amino)quinazolin-2-yl)pyrrolidin-2-yl)methanol C(C)(C)OC1=CC=C2C(=NC(=NC2=C1)N1[C@@H](CCC1)CO)NC=1N=CN(C1)C1=CC(=C(C(=C1)OC)OC)OC